methyl (S)-2-((2-((4-chloro-2-methoxybenzyl) oxy)-3-(trifluoromethyl)-5,8-dihydro-1,7-naphthyridin-7(6H)-yl) methyl)-7-fluoro-1-(oxetan-2-ylmethyl)-1H-benzo[d]imidazole-6-carboxylate ClC1=CC(=C(COC2=NC=3CN(CCC3C=C2C(F)(F)F)CC2=NC3=C(N2C[C@H]2OCC2)C(=C(C=C3)C(=O)OC)F)C=C1)OC